4-(10-(dibenzo[b,d]thiophen-2-yl)anthracene-9-yl)benzonitrile C1=C(C=CC=2SC3=C(C21)C=CC=C3)C3=C2C=CC=CC2=C(C2=CC=CC=C32)C3=CC=C(C#N)C=C3